FC(C1=C(C=CC(=C1)C(F)(F)F)C(C)N1N=CC(=C1)NC(=O)C1=C(N=C(S1)Br)C)(F)F N-(1-(1-(2,4-bis(trifluoromethyl)phenyl)ethyl)-1H-pyrazol-4-yl)-2-bromo-4-methylthiazole-5-carboxamide